(4-chlorophenyl)-5-((2-methoxybenzyl)(methyl)amino)-7-(1H-pyrazol-4-yl)pyrazolo[1,5-a]pyrimidine-2-carboxamide ClC1=CC=C(C=C1)C=1C(=NN2C1N=C(C=C2C=2C=NNC2)N(C)CC2=C(C=CC=C2)OC)C(=O)N